3-Vinyl-quinoline C(=C)C=1C=NC2=CC=CC=C2C1